CC(=O)OCCCC1=CC2=C(C(=C1)OC)OC(=C2)C3=CC4=C(C=C3)OCO4 The molecule is an acetate ester of egonol isolated from the fruits of Styrax agrestis. It has a role as a metabolite and a plant metabolite. It is a member of 1-benzofurans, an acetate ester, a member of benzodioxoles and an aromatic ether. It derives from an egonol. It derives from a hydride of a 1-benzofuran.